C(C1=CC=CC=C1)NC(=O)C=1N(C(N2C1CN(CC2)C(C2=CC(=C(C=C2)Cl)Cl)=O)=O)C2=CC(=C(C=C2)OC)C N-benzyl-7-(3,4-dichlorobenzoyl)-2-(4-methoxy-3-methyl-phenyl)-3-oxo-6,8-dihydro-5H-imidazo[1,5-a]pyrazine-1-carboxamide